2-(1-(piperidin-4-yl)pyrrolidin-3-yl)quinazolin-4(3H)-one N1CCC(CC1)N1CC(CC1)C1=NC2=CC=CC=C2C(N1)=O